(R)-4-(3-((cyclobutylmethyl)amino)piperidin-1-yl)-1-((4-(5-methoxypyridin-3-yl)-1H-1,2,3-triazol-1-yl)methyl)pyridin-2(1H)-one C1(CCC1)CN[C@H]1CN(CCC1)C1=CC(N(C=C1)CN1N=NC(=C1)C=1C=NC=C(C1)OC)=O